C(=O)O.CC=1C=CC=C2C=CN=C(C12)N(C(=O)N1CCC(CC1)C1=CC(=NO1)C(=O)N)[C@H]1CNCCC1 (R)-5-(1-((8-methylisoquinolin-1-yl)(piperidin-3-yl)carbamoyl)piperidin-4-yl)isoxazole-3-carboxamide formic acid salt